C(C)(C)NC(OC1CC(CC1)C1=CC(=NN1)NC1=CC2=C(C=N1)SC(=N2)COC)=O 3-(3-((2-(methoxymethyl)thiazolo[5,4-c]pyridin-6-yl)amino)-1H-pyrazol-5-yl)cyclopentyl isopropylcarbamate